5-(4,4-difluorocyclohexyl)-8-methoxy-2-methyl-7-(trifluoromethyl)-3-(3,3,3-trifluoropropyl)-2,3,4,5-tetrahydrobenzo[f][1,2,5]thiadiazepine 1,1-dioxide FC1(CCC(CC1)N1CC(N(S(C2=C1C=C(C(=C2)OC)C(F)(F)F)(=O)=O)C)CCC(F)(F)F)F